myristoleate C(CCCCCCC\C=C/CCCC)(=O)[O-]